tert-butyl 1-methyl-3,4-dihydro-2,6-naphthyridine-2(1H)-carboxylate CC1N(CCC2=CN=CC=C12)C(=O)OC(C)(C)C